C1(CC1)COC1C=2N(C3=C(CC1)C=C(C=C3)Cl)C(=NN2)[C@@H]2CC[C@H](CC2)OC2=NC=CC=C2 (cyclopropylmethoxy)-8-chloro-1-[trans-4-(pyridin-2-yloxy)cyclohexyl]-5,6-dihydro-4H-[1,2,4]triazolo[4,3-a][1]benzazepine